Thiazol-2-carboxaldehyd S1C(=NC=C1)C=O